4-(hydroxymethyl)-2-nitrobenzenesulfonamide OCC1=CC(=C(C=C1)S(=O)(=O)N)[N+](=O)[O-]